O=C([C@@H](C)NC(OC(C)(C)C)=O)NNC(C(F)(F)F)=O Tert-butyl {(2R)-1-oxo-1-[2-(trifluoroacetyl)hydrazino]propan-2-yl}carbamate